tert-Butyl 2-fluoro-6-[3-[2-[1-(trifluoromethyl)cyclopropyl]ethoxy]pyrazol-1-yl]pyridine-3-carboxylate FC1=NC(=CC=C1C(=O)OC(C)(C)C)N1N=C(C=C1)OCCC1(CC1)C(F)(F)F